ClC=1C=C2[C@H](CO[C@H](C2=CC1)C1CCCO1)F 5-[(1R,4R)-6-chloro-4-fluoro-isochroman-1-yl]tetrahydrofuran